ClC=1C=C2C=CN(C2=C(C1)C1=C2C(=NC=C1)C=C(S2)CN2C(C1C(C1C2=O)(C)C)=O)CCN2CCNCC2 3-((7-(5-chloro-1-(2-(piperazin-1-yl)ethyl)-1H-indol-7-yl)thieno[3,2-b]pyridin-2-yl)methyl)-6,6-dimethyl-3-azabicyclo[3.1.0]hexane-2,4-dione